(4-(3-(1,3-dimethyl-1H-indazol-6-yl)-1,2,4-oxadiazol-5-yl)piperazin-1-yl)(3-phenylisoxazol-5-yl)methanone CN1N=C(C2=CC=C(C=C12)C1=NOC(=N1)N1CCN(CC1)C(=O)C1=CC(=NO1)C1=CC=CC=C1)C